3-{3-ethyl-4-[(3-oxo-3,4-dihydro-2H-pyrido[3,2-b][1,4]oxazin-8-yl)oxy]phenyl}-1-[5-(trifluoromethyl)-3-pyridinyl]-2,4-imidazolidinedione C(C)C=1C=C(C=CC1OC1=CC=NC2=C1OCC(N2)=O)N2C(N(CC2=O)C=2C=NC=C(C2)C(F)(F)F)=O